NC(C(=O)[O-])CCCC(C(=O)[O-])N 2,6-Diaminoheptanedioate